6-(3,5-difluorobenzyl)-3-(4-(trifluoromethyl)benzyl)-5,6,7,8-tetrahydropyrido[3,4-d]pyridazin-4(3H)-one FC=1C=C(CN2CC=3C(N(N=CC3CC2)CC2=CC=C(C=C2)C(F)(F)F)=O)C=C(C1)F